tert-butyl 3-(4-((3-chloro-2,4-difluorophenyl)amino)quinazolin-6-yl)piperidine-1-carboxylate ClC=1C(=C(C=CC1F)NC1=NC=NC2=CC=C(C=C12)C1CN(CCC1)C(=O)OC(C)(C)C)F